N,N'-di-t-butoxy-S-methylisothiourea C(C)(C)(C)ONC(SC)=NOC(C)(C)C